methyl hydrogen (3-((6-amino-2-(2-hydroxyethoxy)-8-methoxy-9H-purin-9-yl)methyl)benzyl)phosphonate NC1=C2N=C(N(C2=NC(=N1)OCCO)CC=1C=C(CP(OC)(O)=O)C=CC1)OC